2-Chloro-5-((1-(difluoromethyl)-1H-pyrazol-4-yl)ethynyl)-N-((1s,4s)-4-((dimethylamino)methyl)cyclohexyl)pyridin-4-amine ClC1=NC=C(C(=C1)NC1CCC(CC1)CN(C)C)C#CC=1C=NN(C1)C(F)F